COC(=O)C=1C=C2C(C(N(C2=CC1Br)C)=O)(C)COC 6-bromo-3-(methoxymethyl)-1,3-dimethyl-2-oxoindoline-5-carboxylic acid methyl ester